NC1=NC=C(C2=C1C(=C(N2C)C2=C(C=C(C=C2)C=C(C(=O)N)C)F)C2=CC=C(C=C2)OC2=NC=C(C(=N2)C)F)C#N (4-(4-amino-7-cyano-3-(4-((5-fluoro-4-methylpyrimidin-2-yl)oxy)phenyl)-1-methyl-1H-pyrrolo[3,2-c]pyridin-2-yl)-3-fluorophenyl)methacrylamide